COCC(C(=O)N1[C@H](CCC1)C(F)(F)F)N1N=C(C(=C1)C)[N+](=O)[O-] 3-Methoxy-2-(4-methyl-3-nitro-pyrazol-1-yl)-1-[(2R)-2-(trifluoromethyl)pyrrolidin-1-yl]propan-1-one